C1(CCCCCC1)NC(OC1=CC(=CC=C1)C=1C=NC=C(C1)C=1N(C=NN1)COCC[Si](C)(C)C)=O 3-(5-(4-((2-(trimethylsilyl)ethoxy)methyl)-4H-1,2,4-triazol-5-yl)pyridin-3-yl)phenyl cycloheptylcarbamate